C1(CC1)C1=C(C(=NO1)C1=C(C=CC=C1Cl)Cl)COC1CCN(CC1)C=1SC=C(N1)C=1C=CC(=NC1)C(=O)O 5-(2-(4-((5-cyclopropyl-3-(2,6-dichlorophenyl)isoxazol-4-yl)methoxy)piperidin-1-yl)thiazol-4-yl)-2-picolinic acid